O1C(=NC2=C1C=CC=C2)C=2N=C(N(C(C2O)=O)C)N2[C@@H](C1=CC=C(C=C1[C@@H](C2)C)C(=O)O)C2=CC=CC=C2 (1R,4S)-2-[4-(1,3-benzoxazol-2-yl)-5-hydroxy-1-methyl-6-oxopyrimidin-2-yl]-4-methyl-1-phenyl-3,4-dihydro-1H-isoquinoline-6-carboxylic acid